1,3-phenylenebis((9,9-diphenylacridine-10(9H)-yl)methanone) C1(=CC(=CC=C1)C(=O)N1C=2C=CC=CC2C(C2=CC=CC=C12)(C1=CC=CC=C1)C1=CC=CC=C1)C(=O)N1C=2C=CC=CC2C(C2=CC=CC=C12)(C1=CC=CC=C1)C1=CC=CC=C1